5-(((1R,3S,5S)-8-(tert-Butoxycarbonyl)-8-azabicyclo[3.2.1]oct-3-yl)amino)-7-chloro-1,6-naphthyridine-2-carboxylic acid methyl ester COC(=O)C1=NC2=CC(=NC(=C2C=C1)NC1C[C@H]2CC[C@@H](C1)N2C(=O)OC(C)(C)C)Cl